C(=O)C1=CC(=NC=C1)C1=C2CCN(C2=CC=C1)C=1C=C(C=2N(N1)C(=CN2)C(=O)N[C@@H]2[C@H](CC2)OC)NC 6-[4-(4-Formylpyridin-2-yl)-2,3-dihydroindol-1-yl]-N-[(1S,2S)-2-methoxycyclobutyl]-8-(methylamino)imidazo[1,2-b]pyridazine-3-carboxamide